N,N-bis(4-bromophenyl)-[1,1'-biphenyl]-4-amine BrC1=CC=C(C=C1)N(C1=CC=C(C=C1)C1=CC=CC=C1)C1=CC=C(C=C1)Br